FC=1C=C(NC2=CC=CC(=N2)C(=O)NCC(C)(C)C)C=C(C1)F 6-(3,5-difluoroanilino)-N-(2,2-dimethylpropyl)pyridine-2-carboxamide